[Nb].C(C(=O)O)(=O)O oxalic acid niobium